BrC=1C=C2C(=NC1)N(C=C2C(=O)C=2C(=C(C=CC2F)N(S(=O)(=O)N(C)CC)COCC[Si](C)(C)C)F)COCC[Si](C)(C)C {[3-(5-bromo-1-{[2-(trimethylsilyl)ethoxy]methyl}-1H-pyrrolo[2,3-b]pyridine-3-carbonyl)-2,4-difluorophenyl]({[2-(trimethylsilyl)ethoxy]methyl})sulfamoyl}(ethyl)methylamine